1-(5Z,8Z,11Z,14Z-eicosatetraenoyl)-2-dodecanoyl-glycero-3-phospho-(1'-sn-glycerol) CCCCCCCCCCCC(=O)O[C@H](COC(=O)CCC/C=C\C/C=C\C/C=C\C/C=C\CCCCC)COP(=O)(O)OC[C@H](CO)O